CS(=O)(=O)C1(CC1)C1=CC(=NC(=C1)N1[C@@H](COCC1)C)NC1=CC=NN1C(=O)OC(C)(C)C tert-butyl 5-{[4-(1-methanesulfonylcyclopropyl)-6-[(3R)-3-methyl morpholin-4-yl]pyridin-2-yl]amino}-1H-pyrazole-1-carboxylate